C1[C@@H]([C@@H]([C@H]([C@H](O1)OP(=O)(O)OP(=O)(O)OC[C@@H]2[C@H]([C@H]([C@@H](O2)N3C=CC(=O)NC3=O)O)O)O)O)O The molecule is a UDP-L-arabinose in which the arabinose has the arabinopyranose form with beta-configuration at the anomeric centre. It is a conjugate acid of an UDP-beta-L-arabinopyranose(2-).